OC=1C=C(C[C@H](N)C(=O)O)C(=CC1O)O 3,4,6-trihydroxyphenylalanine